5-(2-Oxo-6-azaspiro[3.3]heptan-6-yl)pyrazolo[1,5-a]pyrimidine-3-carboxylic acid O=C1CC2(C1)CN(C2)C2=NC=1N(C=C2)N=CC1C(=O)O